6-(2,4-difluoro-6-methoxyphenyl)-5-nitropyridin-2-amine FC1=C(C(=CC(=C1)F)OC)C1=C(C=CC(=N1)N)[N+](=O)[O-]